2-[2-(2,2-difluoroethoxy)phenyl]-N-[2-fluoro-4-(1,1,3,3-tetrafluoro-2-hydroxypropan-2-yl)phenyl]-3-oxo-2,3-dihydropyridazine-4-carboxamide FC(COC1=C(C=CC=C1)N1N=CC=C(C1=O)C(=O)NC1=C(C=C(C=C1)C(C(F)F)(C(F)F)O)F)F